C(C)[C@@H]1OC=2CCCC(C2[C@H](C1)C)=O (2S,4S)-2-ethyl-4-methyl-2,3,4,6,7,8-hexahydro-5H-chromen-5-one